BrC1=C(C=NN(C1=O)C)N[C@@H]1C[C@@H](CN(C1)C1CC1)C1=CC=C(C(=O)O)C=C1 4-[(3R,5R)-5-[(5-bromo-1-methyl-6-oxo-pyridazin-4-yl)amino]-1-cyclopropyl-3-piperidyl]benzoic acid